C1(=CC=CC=C1)C(=CCN(C(CN1CCN(CC1)C)=O)[C@H](C)C1=CC=C(C=C1)OC)C1=CC=CC=C1 (R)-N-(3,3-diphenylallyl)-N-(1-(4-methoxyphenyl)ethyl)-2-(4-methylpiperazin-1-yl)acetamide